manganese Glycine NCC(=O)O.[Mn]